N-(4-{[6-(5-chloro-2-fluorophenyl)-3-[2-(1,3-dioxo-2,3-dihydro-1H-isoindol-2-yl)ethoxy]pyridazin-4-yl]amino}pyridin-2-yl)-3-(4-methylpiperazin-1-yl)propanamide ClC=1C=CC(=C(C1)C1=CC(=C(N=N1)OCCN1C(C2=CC=CC=C2C1=O)=O)NC1=CC(=NC=C1)NC(CCN1CCN(CC1)C)=O)F